C(C)(C)(C)OC(=O)N1CC(C1)CN1C(C(N(C2=CC(=C(C=C12)Cl)C1=CC(=CC2=CC=CC=C12)O)CCN(C)C)=O)=O 3-((7-chloro-4-(2-(dimethylamino)ethyl)-6-(3-hydroxynaphthalen-1-yl)-2,3-dioxo-3,4-dihydroquinoxalin-1(2H)-yl)methyl)azetidine-1-carboxylic acid tert-butyl ester